2-(2-((5-(1-aminoisoquinolin-5-yl)-1-cyclobutyl-1H-indazol-3-yl)methoxy)-4-methoxyphenyl)acetic acid NC1=NC=CC2=C(C=CC=C12)C=1C=C2C(=NN(C2=CC1)C1CCC1)COC1=C(C=CC(=C1)OC)CC(=O)O